C(#N)C1=CC=C(OC(C(=O)NCCCOC)C2=CC=C(C=C2)S(=O)(=O)CC)C=C1 2-(4-cyanophenoxy)-2-[4-(ethylsulfonyl)phenyl]-N-(3-methoxypropyl)acetamide